terpin-4-ol CC1=CCC(C(C)C)(O)CC1